1-3-indole-yl-indole N1C=C(C2=CC=CC=C12)N1C=CC2=CC=CC=C12